(S)-(4-(2-hydroxyethyl)piperazin-1-yl)(3-methoxy-5-((4-(3-phenylisoxazolidin-2-yl)thieno[3,2-d]pyrimidin-2-yl)amino)phenyl)methanone OCCN1CCN(CC1)C(=O)C1=CC(=CC(=C1)NC=1N=C(C2=C(N1)C=CS2)N2OCC[C@H]2C2=CC=CC=C2)OC